(2s,3s)-4-(3,4-difluoro-2-methoxy-phenyl)-2-isopropyl-3-methyl-2,3-dihydrofuran-5-carboxylic acid tert-butyl ester C(C)(C)(C)OC(=O)C1=C([C@@H]([C@@H](O1)C(C)C)C)C1=C(C(=C(C=C1)F)F)OC